tert-butyl (R)-(1-(2-(1-(cyclopropylmethyl)-6-(hydroxymethyl)-1H-indol-2-yl)-3,4-dihydro-5-oxa-1,2a-diazaacenaphthylene-7-carbonyl)piperidin-3-yl)carbamate C1(CC1)CN1C(=CC2=CC=C(C=C12)CO)C1=NC=2C=C(C=C3OCCN1C23)C(=O)N2C[C@@H](CCC2)NC(OC(C)(C)C)=O